propyl-methacrylamidophenol C(CC)C=1C(=C(C=CC1)O)NC(C(=C)C)=O